O1CCN(CC1)P(=O)(CC1=CC2=C(SC(=C2)C(N[C@H]2CCC[C@@H]3N(C2=O)[C@@H](CC3)C(=O)N3CC(C3)C=3C=NC=CC3)=O)C=C1)N[C@@H](C)C(=O)OCCC propyl (morpholino((2-(((3S,6S,9aS)-5-oxo-3-(3-(pyridin-3-yl)azetidine-1-carbonyl)octahydro-1H-pyrrolo[1,2-a]azepin-6-yl)carbamoyl)benzo[b]thiophen-5-yl)methyl)phosphoryl)-L-alaninate